Cl.Cl.N1=NC(=CC=C1)N1C[C@@H](CC1)N (3R)-1-pyridazin-3-ylpyrrolidin-3-amine dihydrochloride